C(CCCC)NC(=O)C=1N=C(C=C2C1NN=C2)NC=2SC=CN2 N-pentyl-5-(thiazol-2-ylamino)-1H-pyrazolo[3,4-c]pyridine-7-carboxamide